(1,1'-biphenyl-2,2'-diyl) phosphite P1(OC2=C(C=CC=C2)C2=C(C=CC=C2)O1)[O-]